O[C@@]1(C(N(CC1)C)=O)C1=CC(=NO1)C1=NC(=CC=C1)C1=NC(=NC=C1)N[C@@H](C)C1=CC=2N(C=C1)C=CN2 (R)-3-hydroxy-3-(3-(6-(2-(((S)-1-(imidazo[1,2-a]pyridin-7-yl)ethyl)amino)pyrimidin-4-yl)pyridin-2-yl)isoxazol-5-yl)-1-methylpyrrolidin-2-one